O1C(OCC1)CC=1C=CC=C2C(=NN(C12)C)C=1C(=NC(=CC1)OCC1=CC=CC=C1)OCC1=CC=CC=C1 7-((1,3-Dioxolan-2-yl)methyl)-3-(2,6-bis(benzyloxy)pyridin-3-yl)-1-methyl-1H-indazole